2-Bromo-4-fluorophenyl acetate C(C)(=O)OC1=C(C=C(C=C1)F)Br